NC1=NNC=2C1=NC(=CC2)C2=C(C=C(C=C2)S(=O)(=O)N2[C@H](C[C@H](C2)F)C(=O)N)Cl (2R,4R)-1-((4-(3-amino-1H-pyrazolo[4,3-b]pyridin-5-yl)-3-chlorophenyl)sulfonyl)-4-fluoropyrrolidine-2-carboxamide